Bis[2-(N,N-dimethyl amino)ethyl] ether CN(C)CCOCCN(C)C